(1-(2-(3-(cyclopropylmethoxy)-4-(difluoromethoxy) phenyl)-4-((6-((4-methoxyphenyl) (methyl) carbamoyl) pyridin-amido) methyl) oxazol-5-yl) ethyl) carbamate C(N)(OC(C)C1=C(N=C(O1)C1=CC(=C(C=C1)OC(F)F)OCC1CC1)CNC(=O)C1=NC(=CC=C1)C(N(C)C1=CC=C(C=C1)OC)=O)=O